ClC=1C(=C(C=CC1)NC1=C(NC2=C1C(NCC2(C)CCOC)=O)C2=C(C=NC=C2)F)OC 3-[(3-chloro-2-methoxyphenyl)amino]-2-(3-fluoropyridin-4-yl)-7-(2-methoxyethyl)-7-methyl-1H,5H,6H-pyrrolo[3,2-c]pyridin-4-one